ClC=1N=NC(=CC1C)C1=CC=CC=C1 3-chloro-4-methyl-6-phenylpyridazine